(R)-7-amino-3-methyl-N-(7-methyl-6-(piperazin-1-yl)-1,2,3,4-tetrahydronaphthalen-2-yl)thieno[2,3-b]pyrazine-6-carboxamide NC1=C(SC2=NC(=CN=C21)C)C(=O)N[C@H]2CC1=CC(=C(C=C1CC2)N2CCNCC2)C